2-(1-methyl-3-(2-((S)-2-methylazetidin-1-yl)-6-(trifluoromethyl)pyrimidin-4-yl)-3-azabicyclo[3.1.0]hexane-6-yl)acetic acid CC12CN(CC2C1CC(=O)O)C1=NC(=NC(=C1)C(F)(F)F)N1[C@H](CC1)C